C1=CC=C(C=C1)C2=CC=C(C=C2)N(C3=CC=C(C=C3)Br)C4=CC=C(C=C4)Br 4,4'-dibromo-4''-phenyltriphenylamine